N[C@H](C(=O)N=[S@](C=1SC(=CC1)C=C)(=O)N)CC(C)C (S)-2-amino-N-((R)-amino(oxo)(5-vinylthiophen-2-yl)-λ6-sulfanylidene)-4-methylpentanamide